[1,3]dioxolane-5-carboxylic acid hydrazide O1COCC1C(=O)NN